Cl.N1C=NC2=C1C=CC=C2 1H-benzimidazole hydrochloride